N-(5-(azepan-1-yl)-2-morpholinylthiazolo[4,5-b]pyridin-6-yl)-2-(2-methylpyridin-4-yl)oxazole-4-carboxamide N1(CCCCCC1)C1=C(C=C2C(=N1)N=C(S2)N2CCOCC2)NC(=O)C=2N=C(OC2)C2=CC(=NC=C2)C